FC(C=1C=C(C=CC1)C=1OC2=C(C=C(C=C2C(C1C)=O)C)[C@@H](C)NC1=C(C(=O)O)C=CC=C1)F 2-[[(1R)-1-[2-[3-(Difluoromethyl)phenyl]-3,6-dimethyl-4-oxo-chromen-8-yl]ethyl]amino]benzoic acid